CC(CN)(C(CN)(N)C)N 2,3-dimethyl-1,2,3,4-butanetetramine